p-N,N-dimethylaminobenzaldehyde CN(C)C1=CC=C(C=C1)C=O